1,5-bis({4-[bis(2-hydroxydodecyl)amino]butyl}) 3-hydroxy-3-methylpentanedioate TFA salt OC(=O)C(F)(F)F.OC(CC(=O)OCCCCN(CC(CCCCCCCCCC)O)CC(CCCCCCCCCC)O)(CC(=O)OCCCCN(CC(CCCCCCCCCC)O)CC(CCCCCCCCCC)O)C